(3S,4S)-4-methyl-3-(oxetan-3-yl)-2-oxopyrrolidine-3-carbonitrile C[C@H]1[C@@](C(NC1)=O)(C#N)C1COC1